C1(=CC=CC=C1)C(C#N)NCCC1=C(C=C(C(=C1)OC)Br)OC 2-phenyl-2-[2-(2,5-dimethoxy-4-bromophenyl)ethylamino]acetonitrile